α,α,4-trifluoro-3-(trifluoromethyl)-phenylpropionic acid FC(C(=O)O)(CC1=CC(=C(C=C1)F)C(F)(F)F)F